C(#N)C1=CC=2C3=C(C=NC2C=C1)N=C(N3[C@H]3C[C@H](OCC3)C)CN3CC(CC3)C(=O)O 1-({8-cyano-1-[(2R,4R)-2-methyloxan-4-yl]-1H-imidazo[4,5-c]quinolin-2-yl}methyl)pyrrolidine-3-carboxylic acid